O1C(=CC=C1)C1=CC=C(CN(C=2C=CC3=C(C=C(O3)C(=O)O)C2)S(=O)(=O)C2=CC=C(C=C2)C2=CC=CC=C2)C=C1 5-(N-(4-(furan-2-yl)benzyl)-[1,1'-biphenyl]-4-sulfonylamino)benzofuran-2-carboxylic acid